Cl.COC([C@@H](N)CCC(NC)=O)=O.CSC1=NC(=CC(=N1)C=1SC=CC1)C(F)(F)F 2-(methylthio)-4-(thiophen-2-yl)-6-(trifluoromethyl)pyrimidine Methyl-N5-methylglutaminate hydrochloride